[3-[5-[3-(3-chlorophenyl)pyrazol-1-yl]-7-morpholino-pyrazolo[1,5-a]pyrimidin-2-yl]-5-methyl-pyrazol-1-yl]-N,N-dimethyl-ethylamine ClC=1C=C(C=CC1)C1=NN(C=C1)C1=NC=2N(C(=C1)N1CCOCC1)N=C(C2)C2=NN(C(=C2)C)C(C)N(C)C